ClC1=C(C(=CC=C1)Cl)NC(=O)C=1C(=NC(=NC1)NC1=CC=C(C=C1)CCN(C)C)OCC N-(2,6-dichlorophenyl)-4-ethoxy-2-{{4-[2-(dimethylamino)ethyl]phenyl}amino}pyrimidine-5-carboxamide